C(C(C)C)OC([C@@H](NP(=O)(N[C@@H](CC1=CC=CC=C1)C(=O)OCC(C)C)OC1=C(C(=C(C(=C1F)F)F)F)F)CC1=CC=CC=C1)=O N-[(pentafluorophenoxy)(((S)-1-(isobutoxycarbonyl)-2-phenylethyl)amino)phosphoryl]-L-phenylalanine isobutyl ester